Cl.C[C@H]1CN(C[C@H](N1)C)C1=C2C(=NC=C1)N(CC2)C(=O)NC2=CC=1C(=NN(N1)C)C=C2F 4-((3S,5R)-3,5-dimethylpiperazin-1-yl)-N-(6-fluoro-2-methyl-2H-benzo[d][1,2,3]triazol-5-yl)-2,3-dihydro-1H-pyrrolo[2,3-b]pyridine-1-carboxamide hydrochloride